NC1=NC=CC(=C1)C=1OC=C(N1)C(=O)NC=1C(=CC2=C(CC(O2)(C)C)C1)C1=C(C=NC=C1)F 2-(2-Aminopyridin-4-yl)-N-(6-(3-fluoropyridin-4-yl)-2,2-dimethyl-2,3-dihydrobenzofuran-5-yl)oxazole-4-carboxylic acid amide